4-methyl-N-(5-(5-methyl-1,2,4-oxadiazol-3-yl)pyridin-2-yl)benzenesulfonamide CC1=CC=C(C=C1)S(=O)(=O)NC1=NC=C(C=C1)C1=NOC(=N1)C